C(C1=CC=CC=C1)OC(=O)NC1(C(C1)(F)F)C(=O)OC methyl 1-(((benzyloxy) carbonyl) amino)-2,2-difluorocyclopropane-1-carboxylate